N-(cycloheptylmethyl)-2-(2-oxo-2,3-dihydro-1H-pyrido[2,3-b][1,4]thiazin-3-yl)acetamide C1(CCCCCC1)CNC(CC1C(NC2=C(S1)N=CC=C2)=O)=O